CCCCCC(CCCCC)C=1[Se]C=CC1 6-undecylselenophen